FC1=CC=C(COC2=C(C3=CC=CC=C3C=C2)CCN2CCC(CC2)C)C=C1 1-(2-(4-Fluorobenzyloxy)-1-naphthylethyl)-4-methylpiperidine